[Ni].[Fe].[Sm] samarium-iron-nickel